2-(2-(4-fluorophenyl)-3-(2-methylpyridin-4-yl)-6,7-dihydropyrazolo[1,5-a]pyrazin-5(4H)-yl)ethan-1-ol FC1=CC=C(C=C1)C1=NN2C(CN(CC2)CCO)=C1C1=CC(=NC=C1)C